FC1=C(C(=CC=C1)F)C1=NN=C2N1C1=CC=CC=C1C(=N2)NC (2,6-difluorophenyl)-N-methyl-[1,2,4]triazolo[4,3-a]quinazolin-5-amine